α-asparagine N[C@@H](CC(=O)O)C(N)=O